CC1(C2=CC=CC=C2C=2C=CC(=CC12)C1=C(C=CC(=C1)C1=NC(=NC(=N1)C1=CC=CC=C1)C1=CC=CC=C1)C=1C(=CC=CC1)C1=CC=CC=C1)C 2-[2-(9,9-dimethyl-9H-fluoren-2-yl)-1,1':2',1''-terphenyl-4-yl]-4,6-diphenyl-1,3,5-triazine